1-Ethyl-3-(5-(2-fluoro-5-((7-methyl-4-oxo-3,4-dihydrophthalazin-1-yl)methyl)phenyl)-1H-benzoimidazol-2-yl)urea C(C)NC(=O)NC1=NC2=C(N1)C=CC(=C2)C2=C(C=CC(=C2)CC2=NNC(C1=CC=C(C=C21)C)=O)F